FC(N1N=C(C=C1)C1(CCCC1)N)F 1-(1-(difluoromethyl)-1H-pyrazol-3-yl)cyclopentane-1-amine